FCC(CCC=C)NC(OC(C)(C)C)=O tert-butyl N-[1-(fluoromethyl)pent-4-enyl]carbamate